CN1N=C(C=C1NC(C1=C(C=CC=C1)NC1=C(C=C(C=C1Cl)Cl)Cl)=O)C(F)(F)F N-(1-methyl-3-(trifluoromethyl)-1H-pyrazol-5-yl)-2-((2,4,6-trichlorophenyl)amino)benzamide